FC=1C=C(OC=2N=NC(=CC2C(=O)NC2=CC(=CC=C2)S(=O)(=O)C)C(F)(F)F)C=CC1OCF 3-(3-fluoro-4-(fluoromethoxy)phenoxy)-N-(3-(methylsulfonyl)phenyl)-6-(trifluoromethyl)pyridazine-4-carboxamide